(6,7-dichloro-1,3,4,5-tetrahydro-2H-pyrido[4,3-b]indol-2-yl)(5-(pyrrolidin-1-yl)pyrimidin-2-yl)methanone ClC1=C(C=CC=2C3=C(NC12)CCN(C3)C(=O)C3=NC=C(C=N3)N3CCCC3)Cl